3-bromo-2-cyano-5-(1-isobutyryl-1,2,3,6-tetrahydropyridin-4-yl)benzoic acid BrC=1C(=C(C(=O)O)C=C(C1)C=1CCN(CC1)C(C(C)C)=O)C#N